ClC1=NC2=NC(=C(N=C2C(=N1)C1=C(C=C(C=C1)F)F)C([2H])([2H])[2H])C([2H])([2H])[2H] 2-chloro-4-(2,4-difluorophenyl)-6,7-bis(trideuteriomethyl)pteridine